tert-butyl (S)-2-(((S)-1-cyano-2-(4-(5-cyano-4-methylthiazol-2-yl)-2-fluorophenyl)ethyl)carbamoyl)-1,4-oxazepane-4-carboxylate C(#N)[C@H](CC1=C(C=C(C=C1)C=1SC(=C(N1)C)C#N)F)NC(=O)[C@H]1OCCCN(C1)C(=O)OC(C)(C)C